C(C)N(CCC[Si](C=1C=C(C=C)C=CC1)(C)C)CC 3-[(3-diethylaminopropyl)dimethylsilyl]styrene